BrC1=CC=C(C(=N1)NC(=O)[C@H]1N(C[C@@](C1)(COC)F)C(=O)OC(C)(C)C)C (2S,4S)-tert-Butyl 2-((6-bromo-3-methylpyridin-2-yl)carbamoyl)-4-fluoro-4-(methoxymethyl)pyrrolidine-1-carboxylate